4-chloro-5-(methylamino)-2-[3-(trifluoromethyl)phenyl]-3(2H)-pyridazinone ClC=1C(N(N=CC1NC)C1=CC(=CC=C1)C(F)(F)F)=O